C1(CC1)/C=C/[C@@H]1[C@H](C1)C=1C=C(N=NC1C)C=1C(NC(NC1)=O)=O 5-(5-((1S,2R)-2-((E)-2-cyclopropylvinyl)cyclopropyl)-6-methyl-pyridazin-3-yl)pyrimidine-2,4(1H,3H)-dione